(S)-2-((R)-2-oxo-4-propylpyrrolidin-1-yl)butyric acid O=C1N(C[C@@H](C1)CCC)[C@H](C(=O)O)CC